Cl.ClC1=CC(=C(C=C1)C1OC2=C(OC1)C=CC=C2C2CCNCC2)F 4-[3-(4-Chloro-2-fluorophenyl)-2,3-dihydrobenzo[b][1,4]dioxin-5-yl]piperidine hydrochloride